C(#N)C1=CC=C(C=C1)C1CCN(CC1)C(=O)C=1C=CC(=C(C(=O)NCC2CCNCC2)C1)C 5-(4-(4-cyanophenyl)piperidine-1-carbonyl)-2-methyl-N-(piperidin-4-ylmethyl)benzamide